C(CCCCCCCCCCCCCCCCC(=O)ON1C(CCC1=O)=O)(=O)ON1C(CCC1=O)=O bis(2,5-dioxopyrrolidin-1-yl) octadecanedioate